[Si](C)(C)(C(C)(C)C)OC=1C=CC(=C(C1)NC(=O)C=1C(=NC(=NC1)Cl)Cl)Cl N-(5-((tert-butyldimethylsilyl)oxy)-2-chlorophenyl)-2,4-dichloropyrimidine-5-carboxamide